C1(=CC=CC=C1)C1CCCCC(C1)=O phenylcycloheptan-6-one